COC(=O)C1=CC(=NC(=C1)C1=CC=CC=C1)C1=CC=CC=C1 2,6-diphenylpyridine-4-carboxylic acid methyl ester